O1C(C(C2=C1C=CC=C2)C(=O)O)C(=O)O dihydrobenzofuran-2,3-dicarboxylic acid